C1(CCCC1)N1C(C2=CC=C(C=C2C(=C1C(=O)O)C1=CC=CC=C1)C)=O 2-cyclopentyl-6-methyl-1-oxo-4-phenyl-1,2-dihydroisoquinoline-3-carboxylic acid